FC(CN1N=CC=2C1=NC(=CN2)N2CC1(CN(C1)C1=NC=C(N=C1)C)CC2)F 1-(2,2-difluoroethyl)-6-(2-(5-methylpyrazin-2-yl)-2,6-diazaspiro[3.4]octan-6-yl)-1H-pyrazolo[3,4-b]pyrazine